(4-(7-Cyclopropoxy-8-fluoro-1,3,4,5-tetrahydro-2H-benzo[c]azepin-2-yl)-2,6-dimethylphenyl)-3,3-dimethylbutanamide C1(CC1)OC1=CC2=C(CN(CCC2)C2=CC(=C(C(=C2)C)C(C(=O)N)C(C)(C)C)C)C=C1F